C(C)(C)[Si](N1C=CC=C1)(C(C)C)C(C)C 1-(triisopropylsilyl)-1H-pyrrole